FC(CCCCCCCCCCCCCCCCO)(F)F 17,17,17-trifluoroheptadecan-1-ol